bis(aminomethyl)-bicyclo[2.2.1]heptane NCC1C2(CCC(C1)C2)CN